C(C)(C)OC(=O)OCOP(=O)(OCOC(=O)OC(C)C)CC(C(=O)OCC1=CC=CC=C1)CCC(=O)OCC1=CC=CC=C1 Dibenzyl 2-((bis{[(isopropoxycarbonyl)oxy]methoxy}phosphoryl)methyl)pentanedioate